bis-allyl carbonat C(OCC=C)(OCC=C)=O